5-fluoro-N-(2-fluoro-6-methylphenyl)-4-(3-oxo-5,6,7,8-tetrahydro[1,2,4]triazolo[4,3-a]pyridin-2(3H)-yl)-2-{[(2S)-1-(pyrrolidin-1-yl)propan-2-yl]oxy}benzamide FC=1C(=CC(=C(C(=O)NC2=C(C=CC=C2C)F)C1)O[C@H](CN1CCCC1)C)N1N=C2N(CCCC2)C1=O